FC1(CN(C1)C(=O)C1=NN2C(C3CC3C2=N1)C1=CC=CC=C1)F (3,3-difluoroazetidin-1-yl)-(5-phenyl-6,7,9-triazatricyclo[4.3.0.02,4]nona-1(9),7-dien-8-yl)methanone